8-(allyloxy)-2-(2-cyclopropyl-4-methoxyphenyl)-3-(oxazol-5-ylmethyl)benzo[4,5]thieno[2,3-d]pyrimidin-4(3H)-one C(C=C)OC1=CC=CC2=C1SC=1N=C(N(C(C12)=O)CC1=CN=CO1)C1=C(C=C(C=C1)OC)C1CC1